O1C2=C(NCC1)C=NN=C2N 2,3-dihydropyridazino[4,5-b][1,4]oxazin-8-amine